C1(=CC=CC=C1)C1=NOC(=N1)C=O 3-phenyl-1,2,4-oxadiazole-5-carbaldehyde